[Cl-].BrC1=CC=C(C=C1)C=1N(C=[N+]2C1C=1NC3=CC=CC=C3C1C=C2C(=O)OC)C2=CC=C(C=C2)Cl 1-(4-Bromophenyl)-2-(4-chlorophenyl)-5-(methoxycarbonyl)-2,11-dihydroimidazo[1',5':1,2]pyrido[3,4-b]indol-4-ium chloride